CC1(O[C@@H]([C@H](O1)C(O)(C1=CC=CC=C1)C1=CC=CC=C1)C(O)(C1=CC=CC=C1)C1=CC=CC=C1)C ((4S,5S)-2,2-dimethyl-1,3-dioxolan-4,5-diyl)bis(diphenylmethanol)